{4-[methyl-(7H-pyrrolo[2,3-d]pyrimidin-4-yl)-amino]-phenyl}-amide CN(C1=CC=C(C=C1)[NH-])C=1C2=C(N=CN1)NC=C2